C1(=CC=CC=C1)C=1C=NC2=C3C(=CC=C2C1)C=CC=C3 3-phenylbenzo[h]quinoline